C(C)(C)(C)OC(CCN1C(=CC2=CC(=CC=C12)NC(CCC(=O)OC(C)(C)C)=O)CN(N(C(=O)OCC1C2=CC=CC=C2C=2C=CC=CC12)C)C)=O (9H-fluoren-9-yl)methyl 2-((1-(3-(tert-butoxy)-3-oxopropyl)-5-(4-(tert-butoxy)-4-oxobutanamido)-1H-indol-2-yl)methyl)-1,2-dimethylhydrazine-1-carboxylate